iron 1,2-ethanedithiol C(CS)S.[Fe]